(2,5-dimethoxy-3,4-dimethyl-phenyl)decyl-triphenyl-phosphonium COC1=C(C=C(C(=C1C)C)OC)CCCCCCCCCC[P+](C1=CC=CC=C1)(C1=CC=CC=C1)C1=CC=CC=C1